FC(C)(C)C1=NOC(=C1)N 3-(2-fluoropropane-2-yl)isoxazol-5-amine